O[C@]1(C[C@@H](CCC1)CC)CNC(=O)C=1C=C(N2C=CC=C(C12)Cl)CCOCC 8-Chloro-3-(2-ethoxy-ethyl)-indolizine-1-carboxylic acid ((1R,3R)-1-hydroxy-3-ethyl-cyclohexylmethyl)-amide